F[C@@H]1C[C@H](N(C1)C(CC1=CN=CO1)=O)C(=O)N[C@H](C1=CC=C(C=C1)C(C)C)C1=CC=CC=C1 (2S,4R)-4-fluoro-1-[2-(1,3-oxazol-5-yl)acetyl]-N-[(S)-phenyl[4-(propan-2-yl)phenyl]methyl]pyrrolidine-2-carboxamide